9-[3-(methoxymethyl)cyclobutyl]7H-purin-8-one COCC1CC(C1)N1C2=NC=NC=C2NC1=O